N-(2-Amino-3-fluoro-4-((4-(trifluoromethyl)benzyl)amino)phenyl)-3-cyclohexylpropanamid NC1=C(C=CC(=C1F)NCC1=CC=C(C=C1)C(F)(F)F)NC(CCC1CCCCC1)=O